[In].[Cu] Copper-indium